C[C@]1(OC1)CO (S)-(2-methyl-oxiran-2-yl)methanol